N-(2,6-dichlorophenyl)-4-ethoxy-2-{[4-(dimethylamino)phenyl]amino}pyrimidine-5-carboxamide ClC1=C(C(=CC=C1)Cl)NC(=O)C=1C(=NC(=NC1)NC1=CC=C(C=C1)N(C)C)OCC